tert-butyl (1R,3s,5S)-3-((7-chloro-1,6-naphthyridin-5-yl)amino)-9-azabicyclo[3.3.1]nonane-9-carboxylate ClC1=NC(=C2C=CC=NC2=C1)NC1C[C@H]2CCC[C@@H](C1)N2C(=O)OC(C)(C)C